5-(pyrazin-2-yl)-1,3,4-thiadiazole-2-amine N1=C(C=NC=C1)C1=NN=C(S1)N